[C@H]1(CCN2CCCC[C@H]12)NC1=NN=C(C=2N1N=CC2)C2=C(C=C(C=C2)C(F)(F)F)O 2-(7-(((1R,8aR)-octahydroindolizin-1-yl)amino)pyrazolo[1,5-d][1,2,4]triazin-4-yl)-5-(trifluoromethyl)phenol